C(#N)C1=C(C=CC(=C1)C(F)(F)F)N1CCC(CC1)(C=1C=CC(=NC1)C=1C(=NC=CC1)OCC)NC(=O)N[C@H]1CN(CC1)C 1-{1-[2-cyano-4-(trifluoromethyl)phenyl]-4-{2'-ethoxy-[2,3'-bipyridine]-5-yl}piperidin-4-yl}-3-[(3R)-1-methylpyrrolidin-3-yl]urea